C(C#C)C1=C(C=CC(=C1)S(=O)(=O)C1=CC=C(C=C1)O)O propargyl-4,4'-sulfonyl-diphenol